ClC1=C2C(=NC=C1C=1C=C(C=CC1)N1C(CN(CC1)C(COC)=O)=O)NC=C2C#CC=2C=NC=CC2 1-(3-(4-chloro-3-(pyridin-3-ylethynyl)-1H-pyrrolo[2,3-b]pyridin-5-yl)phenyl)-4-(2-methoxyacetyl)piperazin-2-one